ClC=1C=C(NC2(CCC3([C@@H](CC4=CC=CC=C34)CCCOC3=C4C(=CNC4=CC=C3)C)CC2)C(=O)O)C=CC1 (1r,2'R,4R)-4-(3-chloroanilino)-2'-{3-[(3-methyl-1H-indol-4-yl)oxy]propyl}-2',3'-dihydrospiro[cyclohexane-1,1'-indene]-4-carboxylic acid